CC(C(=O)OCCCC)=C n-butyl methylacrylate